(3aS,7aR)-6-(2-{1-ethyl-1H-pyrrolo[2,3-b]pyridin-2-yl}-7-methoxy-1-methyl-1H-1,3-benzodiazole-5-carbonyl)-octahydro-1H-pyrrolo[2,3-c]pyridine-1-carboxylic acid tert-butyl ester C(C)(C)(C)OC(=O)N1CC[C@H]2[C@@H]1CN(CC2)C(=O)C2=CC1=C(N(C(=N1)C1=CC=3C(=NC=CC3)N1CC)C)C(=C2)OC